3,6-dichloro-1-(3-((5-methyl-4-nitro-1-(2-oxaspiro[3.3]heptan-6-yl)-1H-pyrazol-3-yl)oxy)propyl)-1H-pyrazolo[3,4-d]pyrimidine ClC1=NN(C2=NC(=NC=C21)Cl)CCCOC2=NN(C(=C2[N+](=O)[O-])C)C2CC1(COC1)C2